6-(5,5-dimethyl-6,7-dihydro-5H-pyrrolo[2,1-c][1,2,4]triazol-3-yl)-2-fluoro-4-methylbenzamide CC1(CCC2=NN=C(N21)C2=CC(=CC(=C2C(=O)N)F)C)C